3-amino-4-(4,5-diamino-1,2,4-triazole-3-yl)-furazan copper perchlorate Cl(=O)(=O)(=O)[O-].[Cu+2].NC1=NON=C1C1=NN=C(N1N)N.Cl(=O)(=O)(=O)[O-]